C1(CC1)C(=O)C1=NC=CC(=C1)OC cyclopropyl-(4-methoxy-2-pyridyl)methanone